2-[(1R,3S,5S)-3-([2-[5-cyclopropyl-3-(2,6-dichlorophenyl)-1,2-oxazol-4-yl]acetyl]oxy)-8-azabicyclo[3.2.1]octan-8-yl]-4-fluoro-1-methyl-1H-1,3-benzodiazole C1(CC1)C1=C(C(=NO1)C1=C(C=CC=C1Cl)Cl)CC(=O)OC1C[C@H]2CC[C@@H](C1)N2C2=NC1=C(N2C)C=CC=C1F